FC(OC=1C=C(C=C2C(=NN(C12)CC#C)C1=C(C(=O)N)C=CC(=C1)F)CC)F (7-(difluoromethoxy)-5-ethyl-1-(prop-2-yn-1-yl)-1H-indazol-3-yl)-4-fluorobenzamide